(S)-6-(3,3-difluoro-4-(pyridin-4-yloxy)pyrrolidin-1-yl)-2-methyl-[4,5'-bipyrimidin]-2',4'(1'H,3'H)-dione FC1(CN(C[C@@H]1OC1=CC=NC=C1)C1=CC(=NC(=N1)C)C=1C(NC(NC1)=O)=O)F